O1C=C(C=C1)/C=C/C(=O)NC1=CC=CC=C1 (E)-3-(furan-3-yl)-N-phenylacrylamide